4-(((2-chlorophenyl)amino)methyl)-N-hydroxybenzoamide ClC1=C(C=CC=C1)NCC1=CC=C(C(=O)NO)C=C1